4-amino-1-((2R,4S,5R)-5-(chloromethyl)-5-(hydroxymethyl)-4-methoxytetrahydrofuran-2-yl)pyrimidin-2(1H)-one NC1=NC(N(C=C1)[C@@H]1O[C@@]([C@H](C1)OC)(CO)CCl)=O